BrC1=C(C=CC(=C1)OC(F)(F)F)NC1=C(C(=O)OC)C=C(C=N1)C(F)(F)F Methyl 2-((2-bromo-4-(trifluoromethoxy)phenyl)amino)-5-(trifluoromethyl)-nicotinate